The molecule is an aromatic amide obtained by formal condensation of the carboxy group of 5-chloro-1,3-dimethylpyrazole-4-carboxylic acid with the amino group of 1,1,3-trimethyl-1,3-dihydro-2-benzofuran-4-amine. It is an aromatic amide, a member of pyrazoles, an organochlorine compound and a member of 1-benzofurans. CC1C2=C(C=CC=C2NC(=O)C3=C(N(N=C3C)C)Cl)C(O1)(C)C